FC1=C(C(=C(C(=C1[B-](C1=C(C(=C(C(=C1F)F)F)F)F)(C1=C(C(=C(C(=C1F)F)F)F)F)C1=C(C(=C(C(=C1F)F)F)F)F)F)F)F)F.CN(CC1=CC=CC=C1)C dimethylbenzylamine tetrakis(pentafluorophenyl)borate